[4-[[2-methylsulfonyl-4-(trifluoromethyl)phenoxy]methyl]-1-piperidinyl]-[(3S)-3-(1H-1,2,4-triazol-5-yl)pyrrolidin-1-yl]methanone CS(=O)(=O)C1=C(OCC2CCN(CC2)C(=O)N2C[C@H](CC2)C2=NC=NN2)C=CC(=C1)C(F)(F)F